(9H-fluoren-9-yl)methyl ((S)-1-(((S)-1-((4-(bromomethyl)phenyl)amino)-1-oxopropan-2-yl)amino)-3-methyl-1-oxobutan-2-yl)carbamate BrCC1=CC=C(C=C1)NC([C@H](C)NC([C@H](C(C)C)NC(OCC1C2=CC=CC=C2C=2C=CC=CC12)=O)=O)=O